1-((R)-2-(8-((S)-2,2-dimethyl-3-((methylsulfonyl)methyl)azetidin-1-yl)-3-((2-(4-hydroxy-4-methylpiperidin-1-yl)pyrimidin-4-yl)amino)isoquinolin-5-yl)azetidin-1-yl)prop-2-en-1-one CC1(N(C[C@@H]1CS(=O)(=O)C)C=1C=CC(=C2C=C(N=CC12)NC1=NC(=NC=C1)N1CCC(CC1)(C)O)[C@@H]1N(CC1)C(C=C)=O)C